((2-(4-((1H-indazol-5-yl)ethynyl)-[2,4'-bipyrimidin]-2'-yl)isoindolin-5-yl)oxy)-N-cyclopropylacetamide trifluoroacetate FC(C(=O)O)(F)F.N1N=CC2=CC(=CC=C12)C#CC1=NC(=NC=C1)C1=NC(=NC=C1)N1CC2=CC=C(C=C2C1)OCC(=O)NC1CC1